N-(5-((7-ethyl-2,7-diazaspiro[3.5]nonan-2-yl)methyl)pyridin-2-yl)-5-fluoropyrimidin C(C)N1CCC2(CN(C2)CC=2C=CC(=NC2)N2CN=CC(=C2)F)CC1